C[Si](C)(C)N[Zn]N[Si](C)(C)C bis(trimethylsilylamino)zinc